FC1(CC(C1)(C)N1C=C(C(=CC1=O)NC1CCN(CC1)C)C(=O)N[C@H](C)C1=C(C(=CC=C1)C(F)F)F)F (R)-1-(3,3-difluoro-1-methylcyclobutyl)-N-(1-(3-(difluoromethyl)-2-fluorophenyl)ethyl)-4-((1-methylpiperidin-4-yl)amino)-6-oxo-1,6-dihydropyridine-3-carboxamide